OS(=O)(=O)C(F)(F)F.CC ethane triflate